C(=O)C1CCC(CC1)N1C(C2=CC(=C(C=C2C1)NC(=O)C=1C=NN2C1N=CC=C2)OC(C)C)=O N-[2-(4-formylcyclohexyl)-6-isopropoxy-1-oxo-isoindolin-5-yl]pyrazolo[1,5-a]pyrimidine-3-carboxamide